COCCC1=C(C(=O)O)C=CC=C1S(=O)(=O)C (2-methoxyethyl)-3-methylsulfonyl-benzoic acid